alpha-ethoxybutyric anhydride C(C)OC(C(=O)OC(C(CC)OCC)=O)CC